N-(2,4-Dimethylphenyl)-4-[(E)-3-(2-hydroxy-4-methoxyphenyl)-3-oxoprop-1-enyl]benzamide CC1=C(C=CC(=C1)C)NC(C1=CC=C(C=C1)\C=C\C(=O)C1=C(C=C(C=C1)OC)O)=O